FC1=C2C(=NC=NC2=CC=C1N1C[C@H](N(CC1)C(=O)OC(C)(C)C)C)NC1=CC(=C(C=C1)CC1=CC=2N(C=C1)N=CN2)C tert-butyl (2R)-4-{5-fluoro-4-[(3-methyl-4-{[1,2,4]triazolo[1,5-a]pyridin-7-ylmethyl}phenyl)amino]quinazolin-6-yl}-2-methylpiperazine-1-carboxylate